1-[4-(azetidin-3-yl)phenyl]-3,5-dimethylpyrazole, trifluoroacetic acid salt FC(C(=O)O)(F)F.N1CC(C1)C1=CC=C(C=C1)N1N=C(C=C1C)C